(E)-4,4,5,5-tetramethyl-2-(non-1-en-1-yl)-1,3,2-dioxaborolan CC1(OB(OC1(C)C)\C=C\CCCCCCC)C